(S)-N-(1-(3-chlorophenyl)-2-hydroxyethyl)-4-(5-methyl-2-((5-methylisoxazol-4-yl)amino)pyrimidin-4-yl)oxazole-2-carboxamide ClC=1C=C(C=CC1)[C@@H](CO)NC(=O)C=1OC=C(N1)C1=NC(=NC=C1C)NC=1C=NOC1C